2,2-bis(5-tert-butyl-4-hydroxy-2-methylphenyl)-4-n-dodecylmercaptobutane C(C)(C)(C)C=1C(=CC(=C(C1)C(C)(CCSCCCCCCCCCCCC)C1=C(C=C(C(=C1)C(C)(C)C)O)C)C)O